FC(CN1N=C(C2=C1N=C(N(C2=O)C)N2CC1(CN(C1)C1=CC(=NC=C1)C(F)(F)F)CC2)C)F 1-(2,2-difluoroethyl)-3,5-dimethyl-6-(2-(2-(trifluoromethyl)pyridin-4-yl)-2,6-diazaspiro[3.4]octan-6-yl)-1,5-dihydro-4H-pyrazolo[3,4-d]pyrimidin-4-one